FC1=C(COC=2C=C3CCC(C3=CC2)=O)C=CC(=C1)C 5-((2-fluoro-4-methylbenzyl)oxy)-2,3-dihydro-1H-inden-1-one